6-(3,4-Dichloro-phenyl)-pyrimidine-4-carboxylic acid (2,6-dimethyl-pyridin-3-yl)-amide CC1=NC(=CC=C1NC(=O)C1=NC=NC(=C1)C1=CC(=C(C=C1)Cl)Cl)C